C(C)OC(=O)C=1C=NN2C1SC(=C2)C=2C(=NC=CC2)OCCF 2-(2-(2-fluoroethoxy)pyridin-3-yl)pyrazolo[5,1-b]Thiazole-7-carboxylic acid ethyl ester